CS(=O)(=O)OC methanol methanesulfonate